N-{1-[(3-hydroxyphenyl)methyl]azetidin-3-yl}imidazo[1,2-b]pyridazine-3-carboxamide OC=1C=C(C=CC1)CN1CC(C1)NC(=O)C1=CN=C2N1N=CC=C2